3-[3-(methylamino)propylamino]propylsulfonylphosphonic acid CNCCCNCCCS(=O)(=O)P(O)(O)=O